6-(2-oxo-2,3-dihydro-benzooxazol-6-yl)-pyrimidin O=C1OC2=C(N1)C=CC(=C2)C2=CC=NC=N2